1-Phenyl-1-(pyrazolo[1,5-a]pyridin-5-ylmethyl)-3-(4-(trifluoromethoxy)phenyl)urea C1(=CC=CC=C1)N(C(=O)NC1=CC=C(C=C1)OC(F)(F)F)CC1=CC=2N(C=C1)N=CC2